ClC=1C=C(C=CC1)N1C2=C(C=3N=C4N(C=CN=C4)C31)C=NC=C2 5-(3-chlorophenyl)-5H-pyrido[3'',4'':4',5']pyrrolo[3',2':4,5]imidazo[1,2-a]pyrazine